(2S,3S)-2-(2-chlorophenyl)-1-{2-[4-(difluoromethoxy)benzenesulfonyl]-2H,4H,5H,6H-pyrrolo[3,4-c]pyrazol-5-yl}-3-hydroxybutan-1-one ClC1=C(C=CC=C1)[C@H](C(=O)N1CC2=NN(C=C2C1)S(=O)(=O)C1=CC=C(C=C1)OC(F)F)[C@H](C)O